4-(1-(2-fluoropropenyl)piperidin-4-yl)-2-(5-phenoxypyridin-2-yl)benzamide FC(=CN1CCC(CC1)C1=CC(=C(C(=O)N)C=C1)C1=NC=C(C=C1)OC1=CC=CC=C1)C